1-O-alpha-L-rhamnopyranosyl-(1→2) beta-D-glucopyranoside O([C@H]1[C@H](O)[C@@H](O)[C@H](O)[C@H](O1)CO)[C@H]1[C@H](O)[C@H](O)[C@@H](O)[C@@H](O1)C